C(C1=CC=CC=C1)OC1=C(C(=O)NCC2=C(C=CC=C2)F)C=C(C(=C1)OCC1=CC=CC=C1)C(C)C 2,4-bis(benzyloxy)-N-(2-fluorobenzyl)-5-isopropylbenzamide